indolizino[1,2-b]quinolin-4-yl (4-((3-(phenylthio) prop-1-en-1-yl) oxy) benzyl) carbonate C(OC1=CC=CC2=CC=3C(N=C12)=C1C=CC=CN1C3)(OCC3=CC=C(C=C3)OC=CCSC3=CC=CC=C3)=O